C(C(C)C(=O)O)(=O)O isosuccinic acid